2-[[5-chloro-2-[(5-methyl-2-propan-2-ylpyrazol-3-yl)amino]pyridine-4-yl]amino]-N-methoxybenzamide ClC=1C(=CC(=NC1)NC=1N(N=C(C1)C)C(C)C)NC1=C(C(=O)NOC)C=CC=C1